COC1=C2C(=C3C(=NC=NC3=C1)OC1=CC=C(C=C1)NC(=O)NC1=CC(=CC=C1)OC)OCCO2 1-(4-((5-methoxy-2,3-dihydro-[1,4]dioxino[2,3-f]quinazolin-10-yl)oxy)phenyl)-3-(3-methoxyphenyl)urea